C(C)(C)C1=C(NC2=CC=C(C=C12)C1CC2C(CN(C2)CC2(COC2)C)C1)C=1C(=C(C=2N(C1)C=NN2)C)C 6-(3-Isopropyl-5-(2-((3-methyloxetan-3-yl)methyl)octahydrocyclopenta[c]pyrrol-5-yl)-1H-indol-2-yl)-7,8-dimethyl-[1,2,4]triazolo[4,3-a]pyridin